C(C)O[C@H]1CC[C@@H](C2=CC=CC=C12)N1C(C2=CC=CC=C2C1=O)=O 2-((1S,4S)-4-ethoxy-1,2,3,4-tetrahydronaphthalen-1-yl)isoindoline-1,3-dione